4-hydroxy-6-methyl-3-(4-methylpentanoyl)-2H-pyran-2-one OC1=C(C(OC(=C1)C)=O)C(CCC(C)C)=O